5-(imidazo[1,2-a]pyrimidin-6-yl)-N-(trans-4-isopropoxycyclohexyl)-4-methoxypyrrolo[2,1-f][1,2,4]triazin-2-amine N=1C=CN2C1N=CC(=C2)C=2C=CN1N=C(N=C(C12)OC)N[C@@H]1CC[C@H](CC1)OC(C)C